1,2-bis(3-trifluoromethylphenyl)acetylene FC(C=1C=C(C=CC1)C#CC1=CC(=CC=C1)C(F)(F)F)(F)F